C(=O)C1(CCC1)C#N 1-formylcyclobutanecarbonitrile